3-bromo-10,11-dihydro-5H-dibenzo[b,f]azepine BrC=1C=CC2=C(NC3=C(CC2)C=CC=C3)C1